propanoic acid sulfate S(=O)(=O)(O)O.C(CC)(=O)O